1-(4-sulfonylphenyl)-3-(4-chlorophenyl)-2-pyrazoline S(=O)(=O)=C1CC=C(C=C1)N1N=C(CC1)C1=CC=C(C=C1)Cl